FC(S(=O)(=O)OC1=CC=C(C=C1)C(C)(C)C1=CC=C(C=C1)OCC1=CC=C(C=C1)OC)(F)F 4-(2-(4-((4-methoxybenzyl)oxy)phenyl)propan-2-yl)phenyl trifluoromethanesulfonate